CNC(=O)C1=CC2=C(N(C(=N2)CCC)C2=CC3=C(NC(N3)=O)C=C2)C=C1 N-methyl-1-(2-oxo-1,3-dihydro-benzimidazol-5-yl)-2-propyl-benzimidazole-5-carboxamide